NC(C(=O)O)(CCCCB(O)O)C1CCN(CC1)C1=CC(=NC2=CC=CC=C12)C(F)(F)F 2-amino-6-borono-2-(1-(2-(trifluoromethyl)quinolin-4-yl)piperidin-4-yl)hexanoic acid